glycidoxypropylammonium chloride [Cl-].C(C1CO1)OCCC[NH3+]